bis(2-methyl-1-naphthoyl)-2-naphthoylphosphine oxide CC1=C(C2=CC=CC=C2C=C1)C(=O)P(C(=O)C1=CC2=CC=CC=C2C=C1)(C(=O)C1=C(C=CC2=CC=CC=C12)C)=O